N-[1-(fluoromethyl)cyclopropyl]-3-(5-methyl-1,3,4-thiadiazol-2-yl)-2-oxo-1H-benzimidazole-5-sulfonamide FCC1(CC1)NS(=O)(=O)C1=CC2=C(NC(N2C=2SC(=NN2)C)=O)C=C1